FC1=C(C=CC(=C1)[C@H](C)N1C(N[C@@H](C1)C(F)(F)F)=O)N (2-fluoro-4-((S)-1-((S)-2-oxo-4-(trifluoromethyl)imidazolidin-1-yl)ethyl)phenyl)ammonia